C=1(C(=CC2=CC=CC=3C4=CC=CC5=CC=CC(C1C23)=C45)C(=O)[O-])C(=O)[O-] Perylendicarboxylat